[N+](=O)([O-])C=1C(=C(C(=C(C1)O)C)C(=O)[O-])[N+](=O)[O-].[Na+] sodium dinitro-ortho-cresolate